3-[(3-fluorobenzyl)sulfanyl]-5-propyl-[1,2,4]triazol FC=1C=C(CSC2=NNC(=N2)CCC)C=CC1